CC1=CC2=C(N=C3N2[C@H]2CC[C@@H]3C2)C(=C1)NC(OC(C)(C)C)=O tert-butyl ((1S,4R)-8-methyl-1,2,3,4-tetrahydro-1,4-methylenebenzo[4,5]imidazo[1,2-a]pyridin-6-yl)carbamate